(1S,2R)-2-(((2-(4'-fluoro-2'-(4-methyl-4H-1,2,4-triazol-3-yl)-[1,1'-biphenyl]-3-yl)imidazo[1,2-a]pyridin-6-yl)methyl)amino)cyclopentan-1-ol FC1=CC(=C(C=C1)C1=CC(=CC=C1)C=1N=C2N(C=C(C=C2)CN[C@H]2[C@H](CCC2)O)C1)C1=NN=CN1C